5-(6-((Z)-((1R,5S)-1,5-dimethyl-9-azabicyclo[3.3.1]nonan-3-ylidene)methyl)pyridazin-3-yl)-2-(1H-imidazol-1-yl)pyridin-4-ol C[C@]12CC(C[C@](CCC1)(N2)C)=CC2=CC=C(N=N2)C=2C(=CC(=NC2)N2C=NC=C2)O